COC(=O)C1=CC=2N(C=C1Br)N=CN2 6-Bromo-[1,2,4]triazolo[1,5-a]pyridine-7-carboxylic acid methyl ester